ClC=1C(N(C(=CC1OCC1=NC(=CC=C1)F)C)C1=CC(=NC=C1C)C1=NC(=CC=C1)C(C)(C)O)=O (P)-3-chloro-4-((6-fluoropyridin-2-yl)methoxy)-6''-(2-hydroxypropan-2-yl)-5',6-dimethyl-2H-[1,4':2',2''-terpyridin]-2-one